CC(CC1=CC=CC=C1)(CC(C)C)NC(=O)C=1C=C2C(=NC1)C=CS2 N-(2,4-dimethyl-1-phenylpentan-2-yl)thieno[3,2-b]pyridine-6-carboxamide